S1C=NC2=C1C=C(C=C2)C=2C=CC=1N(C2)N=C(N1)NC(=O)C=1C=NN(C1)C N-(6-(benzo[d]thiazol-6-yl)-[1,2,4]triazolo[1,5-a]pyridin-2-yl)-1-methyl-1H-pyrazole-4-carboxamide